4-benzyl 1-(tert-butyl) (R)-2-(hydroxymethyl)piperazine-1,4-dicarboxylate OC[C@@H]1N(CCN(C1)C(=O)OCC1=CC=CC=C1)C(=O)OC(C)(C)C